1-[(3R,5R)-3-methyl-5-(8-methyl-quinolin-5-yl)-piperidin-1-yl]-ethanone C[C@H]1CN(C[C@H](C1)C1=C2C=CC=NC2=C(C=C1)C)C(C)=O